C=1(C(=CC=CC1)Cl)C (o-tolyl) chloride